ClC=1SC=C(N1)C(CC)=O 1-(2-chlorothiazol-4-yl)propan-1-one